C(C)C1CN(CCO1)CCN(CCN1CC(OCC1)CC)CCN1CC(OCC1)CC tris(2-(2-ethyl-4-morpholinyl)ethyl)amine